C1(CC1)C1=CC(=NO1)CNC(=O)C1=C(C2=C(CCC3=CN(N=C23)CC2=NC(=CC=C2)C)O1)C N-[(5-cyclopropyl-1,2-oxazol-3-yl)methyl]-8-methyl-2-[(6-methylpyridin-2-yl)methyl]-4,5-dihydro-2H-furo[2,3-g]indazole-7-carboxamide